N1C=CC=2C1=NC=CC2C2=CN=C(S2)N2CC1N(C(C2)C1)C(=O)OC(C)(C)C tert-butyl 3-(5-(1H-pyrrolo[2,3-b]pyridin-4-yl) thiazol-2-yl)-3,6-diazabicyclo[3.1.1]heptane-6-carboxylate